1-((1-(2-(4-Fluorophenyl)-2-oxoethyl)piperidin-4-yl)methyl)-3-((2-methoxypyridin-3-yl)methyl)-1-methylurea FC1=CC=C(C=C1)C(CN1CCC(CC1)CN(C(=O)NCC=1C(=NC=CC1)OC)C)=O